C1(=CC=CC=C1)N1N=C(C=C1)C12CC(C1)(C2)C(=O)O 3-(1-phenyl-1H-pyrazol-3-yl)bicyclo[1.1.1]pentane-1-carboxylic acid